1-(6-chlorothieno[2,3-b]pyridin-2-yl)-3-hydroxycyclobutyl acetate C(C)(=O)OC1(CC(C1)O)C1=CC=2C(=NC(=CC2)Cl)S1